OC1=C(C=C(C=C1)C=CC(CC(C=CC1=CC(=C(C=C1)O)OC)=O)=O)OC 1,7-Bis(4-hydroxy-3-methoxyphenyl)-hepta-1,6-dien-3,5-dion